C(C1=CC=CC=C1)OC1=CC(=C(C=C1)N(C(C(F)(F)F)=O)CC1=CC=C(C=C1)Cl)[N+](=O)[O-] N-(4-(Benzyloxy)-2-Nitrophenyl)-N-(4-Chlorobenzyl)-Trifluoroacetamide